Cl.Br.[Br-].C1(=CC=CC=C1)[PH+](C1=CC=CC=C1)C1=CC=CC=C1 triphenyl-phosphonium bromide hydrogen bromide hydrochloride